(2S,3S)-1-((S)-tert-butylsulfinyl)-3-methylazetidine-2-carboxylic acid C(C)(C)(C)[S@](=O)N1[C@@H]([C@H](C1)C)C(=O)O